C(=O)(O)C(O)C(O)C(=O)O.ClC1=CC=C(C=C1)C1=CC=C(N1C1=C(C=CC=C1)C(F)(F)F)C1=CC=C(C(=O)NCCN(C)C)C=C1 (R)-4-[5-(4-chlorophenyl)-1-[2-(trifluoromethyl)-phenyl]pyrrol-2-yl]-N-[2-(dimethylamino)ethyl]benzamide tartrate